6-benzyl-7,8-dihydro-1,6-naphthyridin-5(6H)-one C(C1=CC=CC=C1)N1C(C=2C=CC=NC2CC1)=O